(S)-(6,7-dichloro-9-ethynyl-1-methyl-1,3,4,5-tetrahydro-2H-pyrido[4,3-b]indol-2-yl)(5-methoxypyrimidin-2-yl)methanone ClC1=C(C=C(C=2C3=C(NC12)CCN([C@H]3C)C(=O)C3=NC=C(C=N3)OC)C#C)Cl